CC=1N=C2N(C=C(C=C2C)C=2C=CC(=NC2C(C)C)N2CCC(CC2)N)C1 1-[5-(2,8-dimethylimidazo[1,2-a]pyridin-6-yl)-6-isopropyl-2-pyridinyl]piperidin-4-amine